F[C@]1(CN(CC[C@H]1O)C1=NC=CC(=N1)NC=1N=CC2=C(C=CC(=C2C1)C(C#N)C)N1[C@@H](CC1)C)C 2-(3-((2-((3s,4R)-3-fluoro-4-hydroxy-3-methylpiperidin-1-yl)pyrimidin-4-yl)amino)-8-((R)-2-methylazetidin-1-yl)isoquinolin-5-yl)propionitrile